6-(2,6-Dimethylphenyl)-2,2-dioxo-10-[4-[1-(trifluoromethyl)cyclopropyl]phenyl]-9-oxa-2λ6-thia-3,5,12,19-tetrazatricyclo[12.3.1.14,8]nonadeca-1(18),4(19),5,7,14,16-hexaen-13-one CC1=C(C(=CC=C1)C)C1=NC=2NS(C=3C=CC=C(C(NCC(OC(=C1)N2)C2=CC=C(C=C2)C2(CC2)C(F)(F)F)=O)C3)(=O)=O